1-(iodoethynyl)benzene IC#CC1=CC=CC=C1